C(C)(C)(C)OC(=O)N1CCC(CC1)C1=CN(C2=CN=CC=C21)C2=C(C=C(C=C2)F)CC(C)C 4-(1-(4-fluoro-2-isobutylphenyl)-1H-pyrrolo[2,3-c]pyridin-3-yl)piperidine-1-carboxylic acid tert-butyl ester